(E)-5-((3-(2-(dodecylthio)phenyl)allyl)(prop-2-yn-1-yl)amino)-5-oxopentanoic acid C(CCCCCCCCCCC)SC1=C(C=CC=C1)/C=C/CN(C(CCCC(=O)O)=O)CC#C